2,2-dimethyl-butanedinitrile CC(C#N)(CC#N)C